C1(=CC=CC=C1)C=NS(=O)C(C)(C)C N-(phenylmethylene)-2-methylpropane-2-sulfinamide